O1C(=CC=C1)C1=NN2C(=NC3=C(C2=N1)C=NN3CCN3CCN(CC3)C3=CC=C(C=C3)OCCOC)N 2-(2-Furanyl)-7-[2-[4-[4-(2-methoxyethoxy)phenyl]-1-piperazinyl]ethyl]7H-pyrazolo[4,3-e][1,2,4]triazolo[1,5-c]pyrimidin-5-amin